FC1=C(C=C(C=C1)F)[C@@H]1N(C[C@H](C1)F)C=1N=C2C(=CC=NC2=CC1)NC1(CCCC1)O ((6-((2R,4S)-2-(2,5-difluorophenyl)-4-fluoropyrrolidin-1-yl)-1,5-naphthyridin-4-yl)amino)cyclopentan-1-ol